N'-(quinolin-6-yl)thiourea N1=CC=CC2=CC(=CC=C12)NC(N)=S